C1(CC1)C1=C(C=NC(=C1)C(NC=1C(=C(C=CC1)C1=C(C(=CC=C1)NC(C1=NC=C(C(=C1)C1CC1)CNC1CCCC1)=O)C)C)=O)CN1[C@@H](CCCC1)C(=O)O (S)-1-((4-cyclopropyl-6-((3'-(4-cyclopropyl-5-((cyclopentylamino)methyl)picolinamido)-2,2'-dimethyl-[1,1'-biphenyl]-3-yl)carbamoyl)pyridin-3-yl)methyl)piperidine-2-carboxylic acid